C(CCC1=C(C=CC(=C1)C)S(=O)(=O)[O-])C1=C(C=CC(=C1)C)S(=O)(=O)OOC1=C(C=CC=C1)Cl (2-chlorophenoxy) propane-1,3-diylbis(4-methylbenzenesulfonate)